3-chloro-5-(2-methoxy-6-methylphenyl)-1H-pyrazolo[4,3-c]pyridazin-6(5H)-one ClC1=NNC=2C1=NN(C(C2)=O)C2=C(C=CC=C2C)OC